N1C=NC=C1C(C)=O 1-(1H-imidazol-5-yl)ethanone